The molecule is a phosphatidylcholine O-34:1 in which the alkenyl group at position 1 is (9Z)-octadecenyl and the acyl group at position 2 is hexadecanoyl. It has a role as a mouse metabolite. It derives from a hexadecanoic acid. CCCCCCCCCCCCCCCC(=O)O[C@H](COCCCCCCCC/C=C\\CCCCCCCC)COP(=O)([O-])OCC[N+](C)(C)C